2-((2R,4S)-1-acryloyl-4-(4-amino-3-((4,6-difluoro-1,2-dimethyl-1H-benzo[d]imidazol-5-yl)ethynyl)-1H-pyrazolo[4,3-c]pyridin-1-yl)pyrrolidin-2-yl)acetonitrile C(C=C)(=O)N1[C@H](C[C@@H](C1)N1N=C(C=2C(=NC=CC21)N)C#CC2=C(C1=C(N(C(=N1)C)C)C=C2F)F)CC#N